C(C1=CC=CC=C1)C(C(=O)NC=1C(=NC2=C(C=CC=C2C1)F)C)CC(C)(C)C 2-benzyl-N-(8-fluoro-2-methyl-3-quinolyl)-4,4-dimethyl-pentan-amide